tert-Butyl 7-(4-((3-chloro-2-fluorophenyl)amino)pyrido[3,4-d]pyrimidin-6-yl)-4,7-diazaspiro[2.5]octane-4-carboxylate ClC=1C(=C(C=CC1)NC=1C2=C(N=CN1)C=NC(=C2)N2CCN(C1(CC1)C2)C(=O)OC(C)(C)C)F